O=C1C(OCCC1)C(=O)OCC ethyl 3-oxotetrahydro-2H-pyran-2-carboxylate